Tert-butyl (S)-(1-(4,4-difluorocyclohexyl)-2-oxo-2-((4-((((2,2,2-trifluoroethyl)-carbamoyl)oxy)methyl)pyridin-2-yl)amino)ethyl)carbamate FC1(CCC(CC1)[C@@H](C(NC1=NC=CC(=C1)COC(NCC(F)(F)F)=O)=O)NC(OC(C)(C)C)=O)F